COC=1C=C(C(=C(C1O)O)C)C1=NC2=C(N1)C=CC(=C2)C2=NC=CC=C2 6-methoxy-3-methyl-4-[5-(pyridin-2-yl)-1H-1,3-benzodiazol-2-yl]benzene-1,2-diol